ClC=1C=C2C(N(C=3N(C2=C(C1)C(C)NC1=C(C(=O)OC)C=CC=C1)C=NC3I)CC)=O methyl 2-((1-(7-chloro-4-ethyl-3-iodo-5-oxo-4,5-dihydroimidazo[1,5-a]quinazolin-9-yl)ethyl)amino)benzoate